methyl-5-methoxy-6-(3-methylimidazo[4,5-c]pyridin-7-yl)-3-[(1-methylpyrazol-4-yl)amino]pyrazine CC1=NC(=C(N=C1NC=1C=NN(C1)C)OC)C=1C2=C(C=NC1)N(C=N2)C